2-geranyl-5-(6-phenylhexyl)-dihydroxybenzoic acid C(\C=C(/C)\CCC=C(C)C)C1=C(C(=O)O)C=C(C(=C1O)O)CCCCCCC1=CC=CC=C1